(R)-4-((2-(1H-pyrazol-4-yl)ethyl)amino)-5,6-dimethyl-N-(1-(3-methylpyridin-2-yl)ethyl)pyrimidine-2-carboxamide N1N=CC(=C1)CCNC1=NC(=NC(=C1C)C)C(=O)N[C@H](C)C1=NC=CC=C1C